2',3'-dihydro-3H-spiro[imidazo[1,2-a]pyridine-2,4'-thiopyrano[3,2-c]pyridine] S1CCC2(C=3C=NC=CC31)N=C3N(C=CC=C3)C2